C(C=C)(=O)N1CC(N(C(C1)=O)C1=CC=C(C=C1)C=1C=2N(C=C(C1)C=1C=NN(C1)C)N=CC2C#N)=O 4-(4-(4-propenoyl-2,6-dioxopiperazin-1-yl)phenyl)-6-(1-methyl-1H-pyrazol-4-yl)pyrazolo[1,5-a]pyridine-3-carbonitrile